C(C1=CC=CC=C1)OC(=O)C1=NNC(C1)C 5-methyl-4,5-dihydropyrazole-3-carboxylic acid benzyl ester